ClC1=NC=CC=2N1C(=NN2)C2=CN(C1=CC=CC=C21)C(=O)OC(C)(C)C tert-butyl 3-(5-chloro-3-[1,2,4]triazolo[4,3-c]pyrimidinyl)-1H-indole-1-carboxylate